(R)-1-(4-(8-((4-((7-fluoro-1-methyl-1H-benzo[d]imidazol-5-yl)oxy)-2-methoxy-5-methylphenyl)amino)pyrimido[5,4-d]pyrimidin-2-yl)-2-methylpiperazin-1-yl)prop-2-en-1-one FC1=CC(=CC2=C1N(C=N2)C)OC2=CC(=C(C=C2C)NC2=NC=NC1=C2N=C(N=C1)N1C[C@H](N(CC1)C(C=C)=O)C)OC